N-((S)-1-(((R)-2-amino-6,7-dihydro-5H-cyclopenta[b]pyridin-5-yl)amino)-1-oxopropan-2-yl)-4-(4-fluorophenyl)-5-oxopiperazine-2-carboxamide NC1=CC=C2C(=N1)CC[C@H]2NC([C@H](C)NC(=O)C2NCC(N(C2)C2=CC=C(C=C2)F)=O)=O